(s)-3-(6-(((3R,4R)-1-(5-chloro-4-((6-fluoro-1-methyl-2-oxoindolin-5-yl)amino)pyrimidin-2-yl)-3-methylpiperidin-4-yl)amino)-1-methyl-1H-indazol-3-yl)piperidine-2,6-dione ClC=1C(=NC(=NC1)N1C[C@H]([C@@H](CC1)NC1=CC=C2C(=NN(C2=C1)C)[C@H]1C(NC(CC1)=O)=O)C)NC=1C=C2CC(N(C2=CC1F)C)=O